C(C=1C(O)=CC=CC1)=NCCCN=CC=1C(O)=CC=CC1 N,N'-Bis(salicyliden)-1,3-propandiamin